(±)-trans-N-[3-(4-cyanophenoxy)phenyl]-4-phenylpyrrolidine-3-carboxamide C(#N)C1=CC=C(OC=2C=C(C=CC2)NC(=O)[C@@H]2CNC[C@H]2C2=CC=CC=C2)C=C1 |r|